N2-[2-(5-methoxy-1H-indol-3-yl)ethyl]-6-methyl-N4-(2-methyl-1H-indol-5-yl)pyrimidine-2,4-diamine COC=1C=C2C(=CNC2=CC1)CCNC1=NC(=CC(=N1)NC=1C=C2C=C(NC2=CC1)C)C